FCCCN1CC(C1)NC1=CC=C(C=C1)B1OC(C(O1)(C)C)(C)C 1-(3-Fluoropropyl)-N-(4-(4,4,5,5-tetramethyl-1,3,2-dioxaborolan-2-yl)phenyl)azetidin-3-amine